N1(CCCC1)CCCCN 4-(pyrrolidin-1-yl)butan-1-amine